ethylenediaminetetraacetic acid potassium salt [K+].C(CN(CC(=O)[O-])CC(=O)[O-])N(CC(=O)[O-])CC(=O)[O-].[K+].[K+].[K+]